C(C)N1C(=CC2=CC(=CC=C12)CNC)C#CCNC1=CC=C(C#N)C=C1 p-(3-{1-ethyl-5-[(methylamino)methyl]-1H-indol-2-yl}-2-propynylamino)benzonitrile